1-bromo-3-(bromomethyl)-5-methylbenzene BrC1=CC(=CC(=C1)C)CBr